4-(4-amino-2,6-dichlorophenoxy)-2-methylphthalazin NC1=CC(=C(OC2=NN(CC3=CC=CC=C23)C)C(=C1)Cl)Cl